4-(1'-((6-methoxypyridin-3-yl)methyl)-1',2',3',6'-tetrahydro-[2,4'-bipyridin]-5-yl)-6-(1-methyl-1H-pyrazol-4-yl)pyrazolo[1,5-a]pyridine-3-carbonitrile COC1=CC=C(C=N1)CN1CCC(=CC1)C1=NC=C(C=C1)C=1C=2N(C=C(C1)C=1C=NN(C1)C)N=CC2C#N